C(C1=CC=CC=C1)(=O)OCC=CCOC(C1=CC=CC=C1)=O but-2-ene-1,4-diyl dibenzoate